Methyl 4-amino-3-(((1-ethyl-2-methyl-1H-imidazol-5-yl)methyl)amino)benzoate NC1=C(C=C(C(=O)OC)C=C1)NCC1=CN=C(N1CC)C